5''-Fluoro-1'-methyl-2H-dispiro[acenaphthylene-1,3'-pyrrolidin-2',3''-indoline]-2,2''-dione FC=1C=C2C3(C(NC2=CC1)=O)N(CCC31C(C3=CC=CC2=CC=CC1=C32)=O)C